FC=1C=C2C=3CCCCC3NC2=CC1F 6,7-difluoro-2,3,4,9-tetrahydro-1H-carbazole